C(C(=C)C)(=O)OCCCCCCCC(F)F difluorooctyl methacrylate